N-(3,5-dimethoxyphenyl)-N'-(1-methylethyl)-N-[3-(1-methyl-1H-pyrazol-4-yl)quinoxalin-6-yl]ethane-1,2-diamine COC=1C=C(C=C(C1)OC)N(CCNC(C)C)C=1C=C2N=C(C=NC2=CC1)C=1C=NN(C1)C